((2S,5R)-5-(5-((2,4-dimethoxybenzyl)amino)-7,9-difluoro-[1,2,4]triazolo[1,5-c]quinazolin-2-yl)-2-methylpiperidin-1-yl)(6-fluoropyridin-3-yl)methanone COC1=C(CNC2=NC=3C(=CC(=CC3C=3N2N=C(N3)[C@@H]3CC[C@@H](N(C3)C(=O)C=3C=NC(=CC3)F)C)F)F)C=CC(=C1)OC